Trifluoroethylamine FC(CN)(F)F